sulfonyldianiline C1=CC(=CC=C1N)S(=O)(=O)C2=CC=C(C=C2)N